C(C)OC(=C)C1=CC(=CC=2C(N3CCC4=NNC=C4C3=NC12)=O)C 7-(1-ethoxyvinyl)-5-methyl-1,9,13,14-tetrazatetracyclo[8.7.0.03,8.011,15]heptadeca-3(8),4,6,9,11,14-hexaen-2-one